O2-benzyl O1-tert-butyl (2R,4R)-4-[3-[1-(2,6-dioxo-3-piperidyl)-3-methyl-2-oxo-benzimidazol-5-yl]prop-2-ynoxy]pyrrolidine-1,2-dicarboxylate O=C1NC(CCC1N1C(N(C2=C1C=CC(=C2)C#CCO[C@@H]2C[C@@H](N(C2)C(=O)OC(C)(C)C)C(=O)OCC2=CC=CC=C2)C)=O)=O